rac-tert-butyl {[4-(1-cyclopropyl-1H-pyrazol-5-yl)-2,5-dioxoimidazolidin-4-yl]methyl}carbamate C1(CC1)N1N=CC=C1[C@]1(NC(NC1=O)=O)CNC(OC(C)(C)C)=O |r|